nonyl 11-(6-((4,4-bis(((Z)-oct-5-en-1-yl)oxy)butanoyl)oxy)hexyl)-2,2-dimethyl-6-oxo-5-oxa-7,11-diaza-2-silanonadecan-19-oate C(CCC\C=C/CC)OC(CCC(=O)OCCCCCCN(CCCNC(OCC[Si](C)(C)C)=O)CCCCCCCC(=O)OCCCCCCCCC)OCCCC\C=C/CC